FC(C(N1CCOCC1)C=1C=CC(=NC1)N1N=CC(=C1)C1=NC=2C(=NC=CC2)N1)(F)F (1-(5-(2,2,2-trifluoro-1-morpholinoethyl)pyridin-2-yl)-1H-pyrazol-4-yl)-3H-imidazo[4,5-b]pyridine